The molecule is a phosphatidylcholine 36:2 in which the acyl groups positions 1 and 2 are specified as octadecanoyl and (9Z,12Z)-octadecadienoyl respectively. It has a role as a mouse metabolite. It derives from a linoleic acid and an octadecanoic acid. CCCCCCCCCCCCCCCCCC(=O)OC[C@H](COP(=O)([O-])OCC[N+](C)(C)C)OC(=O)CCCCCCC/C=C\\C/C=C\\CCCCC